C=C1NCCC1 (R)-2-methylenetetrahydro-1H-pyrrol